1-(5-chloropyridin-2-yl)piperidine-4-carboxylic acid ClC=1C=CC(=NC1)N1CCC(CC1)C(=O)O